3-(6,7-dimethoxy-3-oxo-1,3-dihydro-2H-benzo[4,5]thieno[2,3-c]pyrrol-2-yl)propenamide COC1=CC2=C(C3=C(C(N(C3)C=CC(=O)N)=O)S2)C=C1OC